2-(3-(1-((1S,2S,3S,5R)-2-fluoro-1,5-dimethyl-9-azabicyclo[3.3.1]nonan-3-yl)vinyl)-1,2,4-triazin-6-yl)-5-(1H-imidazol-1-yl)phenol F[C@@H]1[C@@]2(CCC[C@](C[C@H]1C(=C)C=1N=NC(=CN1)C1=C(C=C(C=C1)N1C=NC=C1)O)(N2)C)C